C(C)N1CCN(CC1)C1=CC(=C(C=C1)NC(OC(C)(C)C)=O)[N+](=O)[O-] tert-Butyl 4-(4-ethylpiperazin-1-yl)-2-nitrophenylcarbamate